5-methyl-5H-pyrido[4,3-b]indol CN1C2=C(C=3C=CC=CC13)C=NC=C2